ethyl 6-bromo-4-fluoro-pyrazolo[1,5-a]pyridine-3-carboxylate BrC=1C=C(C=2N(C1)N=CC2C(=O)OCC)F